COC(=O)C1=CC=C(NC2=NC=CC(=N2)NC2=NC(=NC=C2C(=O)OC)C2=NC(=CC=C2)C)C=C1 methyl 4-[[2-(4-methoxycarbonylanilino)pyrimidin-4-yl]amino]-2-(6-methyl-2-pyridyl)pyrimidine-5-carboxylate